2-[6-(1,4-Diazepan-1-Yl)pyridin-2-yl]-5-methoxy-1H-indole N1(CCNCCC1)C1=CC=CC(=N1)C=1NC2=CC=C(C=C2C1)OC